F[B-](F)(F)F.C(C)(C)(C)P(C(C)(C)C)C(C)(C)C trist-butylphosphine tetrafluoroborate